C1(=CC=CC=C1)C=1C=C(C=2N(C1)C=C(N2)C2=CC=C(C=C2)C=CC=O)C2=CC=CC=C2 3-(4-(6,8-diphenylimidazo[1,2-a]pyridin-2-yl)phenyl)acrylaldehyde